2-(trans-4-aminocyclohexyl)-5-chloro-N4-(2-(methylsulfonyl)phenyl)pyrimidine-2,4-diamine N[C@@H]1CC[C@H](CC1)C1(NC=C(C(=N1)NC1=C(C=CC=C1)S(=O)(=O)C)Cl)N